2-methyl-1-(4-(8-((3-methyl-4-((1-methyl-1H-benzo[d][1,2,3]triazol-5-yl)oxy)phenyl)amino)pyrimido[5,4-d]pyrimidin-2-yl)piperazin-1-yl)prop-2-en-1-one CC(C(=O)N1CCN(CC1)C=1N=CC2=C(N1)C(=NC=N2)NC2=CC(=C(C=C2)OC2=CC1=C(N(N=N1)C)C=C2)C)=C